NC1=NNC2=C(C=CC(=C12)C=1C=C2C=CC=C(C2=CC1)C(=O)NC1=CC=CC=C1)C 6-(3-amino-7-methyl-1H-indazol-4-yl)-N-phenyl-1-naphthalenecarboxamide